P(O)(O)N.N1CCCC2=CC=CC=C12 1,2,3,4-tetrahydroquinoline phosphoramidite